O=C1NC(CCC1N1C(N(C2=C1C=CC=C2N2CCC(CC2)N(CCN2N=C1C=C(C(=CC1=C2)NC(OC(C)(C)C)=O)F)C)C)=O)=O Tert-butyl N-[2-[2-[[1-[1-(2,6-dioxo-3-piperidyl)-3-methyl-2-oxo-benzimidazol-4-yl]-4-piperidyl]-methylamino]ethyl]-6-fluoro-indazol-5-yl]carbamate